(3R)-7-Hydroxy-N-[(2S)-1-[(3R,4R)-4-(3-hydroxyphenyl)-3,4-dimethylpiperidin-1-yl]-3-methylbutan-2-yl]-1,2,3,4-tetrahydroisoquinoline-3-carboxamide OC1=CC=C2C[C@@H](NCC2=C1)C(=O)N[C@H](CN1C[C@@H]([C@](CC1)(C)C1=CC(=CC=C1)O)C)C(C)C